ClC1=C(C=C(C=C1)F)C1C=2N(CCC(N1)=O)C(=NC2NC(C2=CC(=CC(=C2)C(F)(F)F)F)=O)C(=O)NCC=2C=NC(=CC2)C(F)(F)F 9-(2-Chloro-5-fluorophenyl)-1-(3-fluoro-5-trifluoromethylbenzoylamino)-7-oxo-N-((6-trifluoromethylpyridin-3-yl)methyl)-6,7,8,9-tetrahydro-5H-imidazo[1,5-a][1,4]diazepine-3-Carboxamide